N-(2-Ethoxyphenyl)-N'-(4-dodecylphenyl)oxamid C(C)OC1=C(C=CC=C1)NC(=O)C(=O)NC1=CC=C(C=C1)CCCCCCCCCCCC